((5-bromo-2-nitropyridin-3-yl)amino)-2-hydroxy-2-methylpropanoic acid methyl ester COC(C(CNC=1C(=NC=C(C1)Br)[N+](=O)[O-])(C)O)=O